(S)-2-(((3-butyl-3-ethyl-5-(4-fluorophenyl)-7-(methylthio)-1,1-dioxido-2,3,4,5-tetrahydro-1,5-benzothiazepin-8-yl)methyl)thio)acetic acid C(CCC)[C@@]1(CS(C2=C(N(C1)C1=CC=C(C=C1)F)C=C(C(=C2)CSCC(=O)O)SC)(=O)=O)CC